(2S,4R)-4-(benzylamino)pyrrolidine C(C1=CC=CC=C1)N[C@@H]1CCNC1